CC(CCCCCCCCCCCCCSCCNC(CCNC([C@@H](C(COP(OP(OC[C@@H]1[C@H]([C@H]([C@@H](O1)N1C=NC=2C(N)=NC=NC12)O)OP(=O)(O)O)(=O)O)(=O)O)(C)C)O)=O)=O)C 14-methyl-pentadecyl-coenzyme A